dichloro(2-chlorovinyl)arsine Cl[As](C=CCl)Cl